perfluoro-2-methoxypropanenitrile FC(C#N)(C(F)(F)F)OC(F)(F)F